O=C([C@H](C[C@H]1C(NCC1)=O)NC(=O)[C@H]1N(CC2(CC2)C1)C(CCNS(NC1=CC=CC=C1)(=O)=O)=O)COC(F)(F)F (S)-N-((S)-3-oxo-1-((S)-2-oxopyrrolidin-3-yl)-4-(trifluoromethoxy)butan-2-yl)-5-(3-((N-phenylsulfamoyl)amino)propanoyl)-5-azaspiro[2.4]heptane-6-carboxamide